2,3-diisobutyl-2-cyanosuccinic acid-1-ethyl-4-n-butyl ester C(C)CCCCOC(C(C(C(=O)O)CC(C)C)(C#N)CC(C)C)=O